N-(quinolin-8-yl)-3-butenamide N1=CC=CC2=CC=CC(=C12)NC(CC=C)=O